FC1(CCN(CC1)C(=O)C=1C=C2C(=NC1)N(C=C2)C=2C=NC(=CC2)C2=NN=C(N2)C)F 4,4-difluoropiperidin-1-yl(1-(6-(5-methyl-4H-1,2,4-triazol-3-yl)pyridin-3-yl)-1H-pyrrolo[2,3-b]pyridin-5-yl)methanone